ClC=1C=C(C=NC1Cl)NC(=O)[C@H]1[C@H]2[C@@H](C[C@@H]([C@@H]1C1=CC(=NC=C1)C)O2)F (1S,2R,3S,4S,6R)-N-(5,6-dichloropyridin-3-yl)-6-fluoro-3-(2-methylpyridin-4-Yl)-7-oxabicyclo[2.2.1]Heptane-2-carboxamide